C(C1=CC=CC=C1)N(CC1=CC=CC=C1)C[C@@H]1CC2(OCCO2)CCC1=C |r| rac-N,N-dibenzyl-1-(8-methylene-1,4-dioxaspiro[4.5]decan-7-yl)methylamine